(6-((dimethylamino)methyl)-5-(4-hydroxypiperidin-1-yl)pyridin-2-yl)cyclopropanecarboxamide CN(C)CC1=C(C=CC(=N1)C1(CC1)C(=O)N)N1CCC(CC1)O